tert-butyl (1R,2'S,3r,3'R,5S)-2'-hydroxy-3'-((S)-5H-imidazo[5,1-a]isoindol-5-yl)-8-azaspiro[bicyclo[3.2.1]octane-3,1'-cyclobutane]-8-carboxylate O[C@@H]1C2(C[C@@H]1[C@@H]1N3C(C4=CC=CC=C14)=CN=C3)C[C@H]3CC[C@@H](C2)N3C(=O)OC(C)(C)C